2-(3-(4-fluorophenyl)-5-isopropylisoxazol-4-yl)-N-(5-(1-methylazetidin-3-yl)pyridin-2-yl)oxazole-4-carboxamide FC1=CC=C(C=C1)C1=NOC(=C1C=1OC=C(N1)C(=O)NC1=NC=C(C=C1)C1CN(C1)C)C(C)C